N1C[C@@H](CC1)C(=O)O (R)-PYRROLIDINE-3-CARBOXYLIC ACID